ClC=1C=CC(=NC1C(F)(F)F)C(CN1[C@@H](CN(CC1)C(=O)OC(C)(C)C)CO)O tert-butyl (3S)-4-(2-(5-chloro-6-(trifluoromethyl)pyridin-2-yl)-2-hydroxyethyl)-3-(hydroxymethyl)piperazine-1-carboxylate